NC=1C2=C(N=CN1)N(C1=C2N=C(C=N1)C)C=1C(=C(C=CC1C)O)C 3-(4-amino-6-methyl-9H-pyrazino[2',3':4,5]pyrrolo[2,3-d]pyrimidin-9-yl)-2,4-dimethylphenol